2-Pentyl-4-phenylphenol C(CCCC)C1=C(C=CC(=C1)C1=CC=CC=C1)O